[Se]1N=CC2=C1C=CC=C2 azabenzoselenophene